N1C(=NC2=C1C=CC=C2)C(=O)N[C@H](C(=O)NC=2C(N(C=CC2)CC(=O)NC2C1CC3CC(CC2C3)C1)=O)CCC(C(=O)NC)=O (S)-2-(1H-Benzo[d]imidazol-2-carboxamido)-N1-(1-(2-(2-adamantylamino)-2-oxoethyl)-2-oxo-1,2-dihydropyridin-3-yl)-N6-methyl-5-oxohexandiamid